OC1=C(C=CC=C1C)C=1NC=CN1 2-(2-hydroxy-3-methylphenyl)imidazole